COC1=NC=NC(=C1C=1N=CC2=C(N1)N(C(C=C2)=O)CC2=CC=C(C=C2)C=2N(C=C(N2)C(F)(F)F)C)C 2-(4-methoxy-6-methylpyrimidin-5-yl)-8-({4-[1-methyl-4-(trifluoromethyl)imidazol-2-yl]phenyl}methyl)pyrido[2,3-d]pyrimidin-7-one